(9H-fluoren-9-yl)methyl (2-(2-(N-(6-((4-(aminomethyl)-1H-pyrazol-1-yl)methyl)-4-methoxybenzo[d]isoxazol-3-yl)sulfamoyl)-4-ethylphenoxy)ethyl)carbamate NCC=1C=NN(C1)CC1=CC2=C(C(=NO2)NS(=O)(=O)C2=C(OCCNC(OCC3C4=CC=CC=C4C=4C=CC=CC34)=O)C=CC(=C2)CC)C(=C1)OC